BrC=1C(=NN(C1)C1=NC=C(C=C1)[N+](=O)[O-])OC 2-(4-bromo-3-methoxy-pyrazol-1-yl)-5-nitro-pyridine